C1N(CC2=CC=CC=C12)CC1=CC(C(=CO1)OCC1CCN(CC1)C(=O)OC1CCC1)=O cyclobutyl 4-(((6-(isoindolin-2-ylmethyl)-4-oxo-4H-pyran-3-yl)oxy)methyl)piperidine-1-carboxylate